FC1=C(C(=O)NC[C@@H]2NCCC2)C=CC=C1 2-fluoro-N-{[(2R)-pyrrolidin-2-yl]methyl}benzamide